BrC=1C=C(C=C(C1OC)F)C(C)(C)O 2-(3-bromo-5-fluoro-4-methoxyphenyl)propan-2-ol